(8-((2-(5-(4-(4-(dimethylamino)but-2-enoyl)-2-oxopiperazin-1-yl)thiophen-2-yl)ethyl)amino)-8-oxooctyl)-2-methylbenzamide CN(CC=CC(=O)N1CC(N(CC1)C1=CC=C(S1)CCNC(CCCCCCCC=1C(=C(C(=O)N)C=CC1)C)=O)=O)C